N,N-diethyl-2-oxo-2-phenylacetamide C(C)N(C(C(C1=CC=CC=C1)=O)=O)CC